CC1(CC[C@@H](N1)[C@@H](C=1C=C(C=CC1)O)O)C m-{(R)-[(R)-5,5-dimethyl-2-pyrrolidinyl]hydroxymethyl}phenol